2-(2-cyclopropyl-3',5'-difluoro-[1,1'-biphenyl]-3-yl)-N-((1R,6S)-2,2-difluoro-6-(4-hydroxy-4-isopropylpiperidin-1-yl)cyclohexyl)acetamide C1(CC1)C1=C(C=CC=C1CC(=O)N[C@H]1C(CCC[C@@H]1N1CCC(CC1)(C(C)C)O)(F)F)C1=CC(=CC(=C1)F)F